5-(trifluoromethyl)uracil FC(C=1C(NC(NC1)=O)=O)(F)F